4-aminomethyltetrahydropyran NCC1CCOCC1